5-(6-methoxy-4-methylpyrid-3-yl)-3-(4-(4-methylpiperazin-1-yl)phenyl)-1H-pyrazolo[4,3-c]pyridazin-6(5H)-one COC1=CC(=C(C=N1)N1N=C2C(=CC1=O)NN=C2C2=CC=C(C=C2)N2CCN(CC2)C)C